C(CCCCCCC)(=O)OC(C)COC(C)COC(CCCCCCC)=O dipropylene glycol dioctanoate